C(CCCCCCC)(=O)N[C@@H](CCSC)C(=O)O capryloyl-methionine